FC1=C(C=CC(=C1)OC1=NN(C=C1)C=1C=NC(=NC1)OC)NC1=NC=NC2=CC(=C(C=C12)NC1CC2(CN(C2)C(=O)OC(C)(C)C)C1)OC tert-butyl 6-((4-((2-fluoro-4-((1-(2-methoxypyrimidin-5-yl)-1H-pyrazol-3-yl)oxy)phenyl)amino)-7-methoxyquinazolin-6-yl)amino)-2-azaspiro[3.3]heptane-2-carboxylate